C(C)(=O)OCC[C@H](CCC)NC1=NC(=NC(=C1CC1=C(C=C(OCCCN(CCC(=O)OCC)CC)C=C1)OC)C)N (S)-ethyl 3-((3-(4-((4-(1-acetoxyhexan-3-ylamino)-2-amino-6-methylpyrimidin-5-yl)methyl)-3-methoxyphenoxy)propyl)(ethyl)amino)propanoate